C1(CCCC1)OC1=NC(=NC=2[C@]3([C@H](CCC12)[C@H](C(C(=C3)C#N)=O)C)C)C3=CC=NC1=CC=CC=C31 (6aR,7R,10aS)-4-(cyclopentyloxy)-7,10a-dimethyl-8-oxo-2-(quinolin-4-yl)-5,6,6a,7,8,10a-hexahydrobenzo[h]quinazoline-9-carbonitrile